N-(2-chloro-5-(trifluoromethyl)pyrimidin-4-yl)-4-methoxybenzo[d]thiazol-2-amine ClC1=NC=C(C(=N1)NC=1SC2=C(N1)C(=CC=C2)OC)C(F)(F)F